methyl-(tris(1,1-dimethyl-2-propynyloxy))silane C[Si](OC(C#C)(C)C)(OC(C#C)(C)C)OC(C#C)(C)C